1,6-hexanedinitrile C(CCCCC#N)#N